methyl 2-[(1R,3R,5S)-3-[[3-(2,6-dichlorophenyl)-5-(1-fluorocyclopropyl)-1,2-oxazol-4-yl]carbonyloxy]-8-azabicyclo[3.2.1]octan-8-yl]-4-fluoro-1,3-benzothiazole-6-carboxylate ClC1=C(C(=CC=C1)Cl)C1=NOC(=C1C(=O)OC1C[C@H]2CC[C@@H](C1)N2C=2SC1=C(N2)C(=CC(=C1)C(=O)OC)F)C1(CC1)F